ClC1=CNC2=C(C=CC(=C12)Cl)NS(=O)(=O)C1=CC=C(C=C1)S(=O)(=O)C1CCNCC1 N-(3,4-dichloro-1H-indol-7-yl)-4-(piperidin-4-yl-sulfonyl)benzenesulfonamide